N[C@@H](C)C1=NC2=CC=CC(=C2C(N1C1C(C1)O)=O)Cl 2-((S)-1-aminoethyl)-5-chloro-3-(2-hydroxycyclopropyl)quinazolin-4(3H)-one